1-methyl-6-(tetramethyl-1,3,2-dioxaborolan-2-yl)-1H-1,2,3-benzotriazole CN1N=NC2=C1C=C(C=C2)B2OC(C(O2)(C)C)(C)C